methyl (Z)-3-methoxy-2-(5-(5-(4-methoxy-3-(prop-1-en-2-yl)phenethyl)-1,2,4-oxadiazol-3-yl)-2-methylphenoxy)acrylate CO\C=C(\C(=O)OC)/OC1=C(C=CC(=C1)C1=NOC(=N1)CCC1=CC(=C(C=C1)OC)C(=C)C)C